β-butoxyethyl-nicotinic acid C(CCC)OCCC1=C(C(=O)O)C=CC=N1